3-(2-chlorophenyl)-5-cyclopropyl-4-((((2R,4R)-2-methylpiperidin-4-yl)oxy)methyl)isoxazole hydrochloride Cl.ClC1=C(C=CC=C1)C1=NOC(=C1CO[C@H]1C[C@H](NCC1)C)C1CC1